5-bromo-3-(2-fluorophenyl)pyridin-2-amine BrC=1C=C(C(=NC1)N)C1=C(C=CC=C1)F